N-(5-fluoro-1H-indol-3-yl)isoindoline-2-carboxamide sodium barium bismuth [Bi].[Ba].[Na].FC=1C=C2C(=CNC2=CC1)NC(=O)N1CC2=CC=CC=C2C1